N-(4-(3-amino-7-(3,3-dimethylbut-1-yn-1-yl)-1H-indazol-5-yl)-6-fluoropyridin-2-yl)acetamide NC1=NNC2=C(C=C(C=C12)C1=CC(=NC(=C1)F)NC(C)=O)C#CC(C)(C)C